tert-butyl (R)-4-(2-(4-(6-(trifluoromethyl)-2-(2-(trifluoromethyl)azetidin-1-yl)pyrimidin-4-yl)-1H-pyrazol-1-yl)acetyl)piperazine-1-carboxylate FC(C1=CC(=NC(=N1)N1[C@H](CC1)C(F)(F)F)C=1C=NN(C1)CC(=O)N1CCN(CC1)C(=O)OC(C)(C)C)(F)F